3,5,7-trihydroxy-2-(4-hydroxyphenyl)-2,3-dihydrochromen-4-one OC1C(OC2=CC(=CC(=C2C1=O)O)O)C1=CC=C(C=C1)O